5,7,4'-trihydroxy-3'-methoxyflavoneglyceryl-glycerol dilaurate C(CCCCCCCCCCC)(=O)OC(C(OC(CCCCCCCCCCC)=O)CO)CC(O)C(O)C1=C(OC2=CC(=CC(=C2C1=O)O)O)C1=CC(=C(C=C1)O)OC